(2R,3R,4R,5R,6R)-2-[(2R,3S,4S,5S)-2,5-bis(chloromethyl)-3,4-dihydroxyoxolan-2-yl]oxy-5-chloro-6-(hydroxymethyl)oxane-3,4-diol ClC[C@]1(O[C@@H]([C@H]([C@@H]1O)O)CCl)O[C@H]1O[C@@H]([C@@H]([C@@H]([C@H]1O)O)Cl)CO